benzene-1,3-dialdehyde C1(=CC(=CC=C1)C=O)C=O